C(C(CC#N)C#N)C#N 1,2,3-propanetricarbonitrile